ClC=1C=CC2=C(OC(CO2)CO)C1 (7-chloro-2,3-dihydrobenzo[b][1,4]dioxin-2-yl)methanol